5-furandiformaldehyde O1C(=CC=C1C=O)C=O